FC(C(CC=C)(O)C1=CC=CC=C1)(F)F 1,1,1-trifluoro-2-phenyl-4-pentene-2-ol